BrC1=CC=C(CN2CCC(CC2)(O)CN2C=NC3=C(C2=O)C=NN3C3=CC=C(C=C3)F)C=C1 5-((1-(4-bromobenzyl)-4-hydroxypiperidin-4-yl)methyl)-1-(4-fluorophenyl)-1,5-dihydro-4H-pyrazolo[3,4-d]pyrimidin-4-one